C(C)C(CC)NC=1C=C(C=2N(N1)C(=NN2)CCC)NCC2=NC=CC=C2 N6-(1-ethylpropyl)-3-propyl-N8-(2-pyridylmethyl)-[1,2,4]triazolo[4,3-b]pyridazine-6,8-diamine